CC=1C=C(C=C(C1C1=NC2=C(N1)C=C(C=C2)C=2OC(=NN2)NC2=CC=C(C=C2)C(F)(F)F)C)O 3,5-dimethyl-4-{6-[5-(4-trifluoromethyl-phenylamino)-[1,3,4]oxadiazol-2-yl]-1H-benzoimidazol-2-yl}-phenol